1-((5-(2H-1,2,3-triazol-2-yl)pyridin-2-yl)methyl)-4-(1-(fluoromethyl)cyclopropyl)-1,4-dihydropyrazine-2,3-dione N=1N(N=CC1)C=1C=CC(=NC1)CN1C(C(N(C=C1)C1(CC1)CF)=O)=O